2-amino-4-bromo-3,6-difluorobenzonitrile NC1=C(C#N)C(=CC(=C1F)Br)F